tert-butyl (4-bromo-5-(methoxyimino)-5,6,7,8-tetrahydronaphthalen-2-yl)carbamate BrC1=CC(=CC=2CCCC(C12)=NOC)NC(OC(C)(C)C)=O